10-(azetidin-3-yl)-3,7-di(1H-indazol-5-yl)-8-methyl-10H-benzo[b]pyrido[2,3-e][1,4]oxazine N1CC(C1)N1C2=C(OC3=C1N=CC(=C3)C=3C=C1C=NNC1=CC3)C=C(C(=C2)C)C=2C=C3C=NNC3=CC2